COC=1C(=C2C=CNC2=C(C1)C)CN1[C@H](C[C@H](CC1)C1=NC=CC=C1)C1=CC=C(C(=O)O)C=C1 4-((2R,4S)-1-((5-methoxy-7-methyl-1H-indol-4-yl)methyl)-4-(pyridin-2-yl)piperidin-2-yl)benzoic acid